ClC=1C=CC(=C(C1)C1=CC(=C(N=N1)SCCO)NC1=CC(=NC=C1)NC(=O)[C@@H]1C[C@H](C1)N1CCC(CC1)(CO)F)F trans-N-(4-{[6-(5-chloro-2-fluorophenyl)-3-[(2-hydroxyethyl)sulfanyl]pyridazin-4-yl]amino}pyridin-2-yl)-3-[4-fluoro-4-(hydroxymethyl)piperidin-1-yl]cyclobutane-1-carboxamide